[N-]=[N+]=[N-].ClC=1C=C(C=CC1Cl)[C@@H]1N(OCC1)C1=CC(=NC=N1)NC=1C(=CC(=C(C1)NC(C=C)=O)N1C[C@@H](CC1)N(C)C)OC N-(5-((6-((R)-3-(3,4-dichlorophenyl)isoxazolidine-2-yl)pyrimidine-4-yl)amino)-2-((R)-3-(dimethylamino)pyrrolidine-1-yl)-4-methoxyphenyl)acrylamide azide